Cl.O1CCOC2=NC=C(C=C21)C2=CC=C(C=C2)CN[C@@H]2C[C@@H](CC2)N(C=2C1=C(N=CN2)SC(=C1)CC(F)(F)F)C (1R,3S)-N3-{[4-(2,3-dihydro[1,4]dioxino[2,3-b]pyridin-7-yl)phenyl]methyl}-N1-methyl-N1-[6-(2,2,2-trifluoroethyl)thieno[2,3-d]pyrimidin-4-yl]cyclopentane-1,3-diamine hydrochloride